N1=C(C=NC2=CC=C3C(=C12)C1=CC=CC2=CC=CC3=C12)C1=NC2=C3C(=CC=C2N=C1)C=1C=CC=C2C=CC=C3C12 acenaphthoquinoxalinyl-(Acenaphthoquinoxaline)